N1(CCC1)C=1C=CC2=C(CN(C[C@H](O2)CC)C(=O)OC(C)(C)C)N1 tert-butyl (R)-7-(azetidin-1-yl)-2-ethyl-2,3-dihydropyrido[2,3-f][1,4]oxazepin-4(5H)-carboxylate